2-Chloro-3-(oxazol-2-yl)benzenethiol ClC1=C(C=CC=C1C=1OC=CN1)S